6,8,10-triazatricyclo[9.4.0.02,7]pentadeca-1(11),2(7),3,5,12,14-hexaen-9-one C1=2C=3C=CC=NC3NC(NC2C=CC=C1)=O